O=C/1NC2=CC=C(C=C2\C1=C/C=1SC=CC1)NS(=O)(=O)C1=CC=C(C=C1)C N-[(3E)-2-oxo-3-(thiophene-2-ylmethylidene)-2,3-dihydro-1H-indol-5-yl]-4-methylbenzenesulfonamide